(R)-4-(6-chloro-5-Fluoro-3,3-dimethylindoline-1-yl)-N-(4-(3-(dimethylamino)pyrrolidin-1-yl)-2-methoxy-5-nitrophenyl)-1,3,5-triazin-2-amine ClC1=C(C=C2C(CN(C2=C1)C1=NC(=NC=N1)NC1=C(C=C(C(=C1)[N+](=O)[O-])N1C[C@@H](CC1)N(C)C)OC)(C)C)F